CN1N=C(C=C1S(=O)(=O)N1C[C@@H]2CN(C[C@@H]2C1)C1CCOCC1)C(F)(F)F (3aR,6aS)-2-((1-Methyl-3-(trifluoromethyl)-1H-pyrazol-5-yl)sulfonyl)-5-(tetrahydro-2H-pyran-4-yl)octahydropyrrolo[3,4-c]pyrrole